ClC1=CC=C(OCC(=O)C=2C(CC(CC2O)(C)C)=O)C=C1 2-(2-(4-chlorophenoxy)acetyl)-3-hydroxy-5,5-dimethylcyclohex-2-en-1-one